1-[4-(2,3-Dimethylphenyl)piperazin-1-yl]-2-{3-[(3S,4S)-4-hydroxy-3-methylpiperidin-1-carbonyl]-5,6-dihydrocyclopenta[c]pyrazol-1(4H)-yl}ethan-1-on CC1=C(C=CC=C1C)N1CCN(CC1)C(CN1N=C(C2=C1CCC2)C(=O)N2C[C@@H]([C@H](CC2)O)C)=O